FC=1C(=NC=CC1)C(C)N(C(C(=O)O)=O)CC1=NC=C(C=C1)C(F)(F)F 2-((1-(3-fluoropyridin-2-yl)ethyl)((5-(trifluoromethyl)pyridin-2-yl)methyl)amino)-2-oxoacetic acid